cobalt(II) fluoride [Co](F)F